N-(4-bromo-2,3-dihydro-1H-inden-7-yl)acetamide BrC1=C2CCCC2=C(C=C1)NC(C)=O